(4-PYRIDYL)-IMIDAZOLE N1=CC=C(C=C1)C=1NC=CN1